FC(C=1C=2N(C=CC1)N=C(C2)[C@@H]2N(CCC1=C2N=CN1)C(=O)C=1C=NN2C1C=CC=C2)F (R)-(4-(4-(difluoromethyl)pyrazolo[1,5-a]pyridin-2-yl)-6,7-dihydro-1H-imidazo[4,5-c]pyridin-5(4H)-yl)(pyrazolo[1,5-a]pyridin-3-yl)methanone